tert-butyl 3-(2-chloro-4-methyl-pyrimidin-5-yl)oxyazetidine-1-carboxylate ClC1=NC=C(C(=N1)C)OC1CN(C1)C(=O)OC(C)(C)C